C(C1=CC=CC=C1)(=O)OC(C1=CC=CC=C1)=O Benzoyl-Benzoate